3-amino-N-propylphthalimide NC1=C2C(C(=O)N(C2=O)CCC)=CC=C1